6-{1-[6-(6-piperazin-1-ylpyridin-3-yl)imidazo[1,2-a]pyrimidin-3-yl]cyclopropyl}quinoline TFA salt OC(=O)C(F)(F)F.N1(CCNCC1)C1=CC=C(C=N1)C=1C=NC=2N(C1)C(=CN2)C2(CC2)C=2C=C1C=CC=NC1=CC2